C(C=C)(=O)OCO[Si](C1=CC=CC=C1)(C1=CC=CC=C1)C(C)(C)C (((tert-butyldiphenylsilyl) oxy) methyl) acrylate